C[C@H]1N(S(OC1)(=O)=O)C(=O)OC(C)(C)C tert-Butyl (4R)-4-methyl-1,2,3-oxathiazolidine-3-carboxylate 2,2-dioxide